N4-cyclohexyl-N6-(2-methoxy-4-morpholinophenyl)-3-(1-methyl-1H-1,2,3-triazol-4-yl)-1H-pyrazolo[3,4-d]pyrimidine-4,6-diamine C1(CCCCC1)NC1=C2C(=NC(=N1)NC1=C(C=C(C=C1)N1CCOCC1)OC)NN=C2C=2N=NN(C2)C